FC(CN1[C@@H](C=2NC3=CC=CC=C3C2C[C@H]1C)C1=CN=C(S1)CC1CN(C1)C(=O)OC(C)(C)C)(C)C tert-butyl 3-((5-((1S,3R)-2-(2-fluoro-2-methylpropyl)-3-methyl-2,3,4,9-tetrahydro-1H-pyrido[3,4-b]indol-1-yl)thiazol-2-yl)methyl)azetidine-1-carboxylate